2-(4-tert-butyl-5-chloro-2-methyl-phenyl)-5-chloro-4-methoxy-pyrido[2,3-d]pyridazine C(C)(C)(C)C1=CC(=C(C=C1Cl)C=1C=C(C=2C(=CN=NC2Cl)N1)OC)C